ClC=1C=NC(=NC1)NC1=C(C=C(C=C1)NC(OCC)=O)F Ethyl (4-(5-chloropyrimidin-2-ylamino)-3-fluorophenyl)carbamate